4-methyl-3,6-dioxane CC1OCCOC1